N-[1-[5-(2,2-difluoroethoxy)-2-pyrimidin-2-yl-1,2,4-triazol-3-yl]ethyl]-3,5-bis(trifluoromethyl)benzamide FC(COC=1N=C(N(N1)C1=NC=CC=N1)C(C)NC(C1=CC(=CC(=C1)C(F)(F)F)C(F)(F)F)=O)F